N-(4-(Benzo[d][1,3]dioxol-5-ylamino)-2-(naphthalen-1-yl)quinazolin-6-yl)-4-methylbenzamide O1COC2=C1C=CC(=C2)NC2=NC(=NC1=CC=C(C=C21)NC(C2=CC=C(C=C2)C)=O)C2=CC=CC1=CC=CC=C21